OC=1C=C(C2=CC=CC=C2C1O)S(=O)(=O)O 3,4-dihydroxynaphthalene-1-sulfonic acid